1-(diethylamino)-3-((3-((2-(4-methoxyphenyl)quinolin-4-yl)amino)propyl)amino)propan-2-ol C(C)N(CC(CNCCCNC1=CC(=NC2=CC=CC=C12)C1=CC=C(C=C1)OC)O)CC